4-((4-ethoxyphenyl)diazenyl)phenol C(C)OC1=CC=C(C=C1)N=NC1=CC=C(C=C1)O